3-(5-(3-(3-fluoropiperidine-1-carbonyl)pyrazolo[1,5-a]pyridin-7-yl)pyridin-2-yl)oxazolidin-2-one FC1CN(CCC1)C(=O)C=1C=NN2C1C=CC=C2C=2C=CC(=NC2)N2C(OCC2)=O